5-nitrobenzeneboronic acid [N+](=O)([O-])C=1C=CC=C(C1)B(O)O